BrC1=NN(C2=C1N=C(N=C2C)C=2C(=NC=NC2OC)C2CC2)COCC[Si](C)(C)C 3-bromo-5-(4-cyclopropyl-6-methoxypyrimidin-5-yl)-7-methyl-1-((2-(trimethylsilyl)ethoxy)methyl)-1H-pyrazolo[4,3-d]pyrimidine